tert-butyl 2-(((1-(4-methoxybenzyl)-3-(pyridazin-4-yl)-5-(3-(3,4,5-trifluorophenyl)propanamido)-1H-pyrazol-4-yl)oxy)methyl)morpholine-4-carboxylate COC1=CC=C(CN2N=C(C(=C2NC(CCC2=CC(=C(C(=C2)F)F)F)=O)OCC2CN(CCO2)C(=O)OC(C)(C)C)C2=CN=NC=C2)C=C1